ClC=1C=C(C=2N(N1)C=CN2)N2CC([C@H](C2)OC2=CC=C1C=NN(C1=C2)CC(F)(F)F)(F)F (S)-6-chloro-8-(3,3-difluoro-4-((1-(2,2,2-trifluoroethyl)-1H-indazol-6-yl)oxy)pyrrolidin-1-yl)imidazo[1,2-b]pyridazine